[4-[(2-hydroxytetradecyl)oxy]phenyl]phenyliodonium tetraphenylborate C1(=CC=CC=C1)[B-](C1=CC=CC=C1)(C1=CC=CC=C1)C1=CC=CC=C1.OC(COC1=CC=C(C=C1)[I+]C1=CC=CC=C1)CCCCCCCCCCCC